OC=1C=C(C=CC1C)C1=C(C(=CC=C1)C)O 3,2'-dihydroxy-4,3'-dimethylbiphenyl